COC1=C(SC=C1)CNCCC1(CC2C(C1)C1(CCCC1)OC2)C2=NC=CC=C2 N-((3-Methoxythiophen-2-yl)methyl)-2-(5-(pyridin-2-yl)hexahydrospiro[cyclopenta[c]furan-1,1'-cyclopentan]-5-yl)ethylamine